N-undecylcyclohexane-1,4-diamine C(CCCCCCCCCC)NC1CCC(CC1)N